2,3-dihydroxybenzenesulfonic acid OC1=C(C=CC=C1O)S(=O)(=O)O